dibenzo[B,F]azocin-6(5H)-one C1=CC=CC=2NC(C3=C(C=CC21)C=CC=C3)=O